3,6-Dihydro-2H-azepin N=1CCC=CCC1